10,10-difluoro-7-(1-hydroxy-1-methyl-ethyl)-2-(1H-pyrazol-4-yl)-12-oxa-3-thia-6-azatricyclo[6.4.1.04,13]trideca-1,4(13),7-trien-5-one FC1(CC2=C(NC(C=3SC(=C(OC1)C32)C=3C=NNC3)=O)C(C)(C)O)F